C(C)OC=1C=C(OC(=O)NC=2C=CC3=C(C(=CO3)C3CC4CCCCN4CC3)C2)C=CC1 5-(3-ethoxyphenoxy)carbonylamino-3-(octahydro-2H-quinolizin-2-yl)-benzofuran